1,3-dipropylpyrrolidinium acetate C(C)(=O)[O-].C(CC)[NH+]1CC(CC1)CCC